BrC1=CC=C2CCCC(C2=C1)=NO 7-Bromo-N-hydroxy-3,4-dihydronaphthalen-1(2H)-imine